8-bromo-7-methyl-6,7-dihydro-5H-benzo[f][1,2,4]triazolo[4,3-d][1,4]diazepine BrC1=CC=CC=2C=3N(CCN(C21)C)C=NN3